NC1=CC=CC(=N1)S(=O)(=O)NC(=O)C=1C(=NC=CC1)OC1=C(C=CC=C1)C=1OC2=C(N1)C=CC=C2 N-[(6-Amino-2-pyridyl)sulfonyl]-2-[2-(1,3-benzoxazol-2-yl)phenoxy]pyridin-3-carboxamid